N,N-diethyl-N-methyl-(2-methoxyethyl)ammonium bis(trifluoromethanesulfonyl)imide [N-](S(=O)(=O)C(F)(F)F)S(=O)(=O)C(F)(F)F.C(C)[N+](C)(CC)CCOC